3-(5-amino-3-methyl-2-oxo-1,3-benzodiazol-1-yl)Piperidine-2,6-dione NC1=CC2=C(N(C(N2C)=O)C2C(NC(CC2)=O)=O)C=C1